(S)-2-((6-(2-(azetidin-3-yloxy)ethyl)-1-methyl-2-oxo-1,2,3,4,5,6-hexahydrobenzo[b][1,4]diazocin-3-yl)amino)-6-methyl-4-(trifluoromethyl)nicotinonitrile N1CC(C1)OCCN1C2=C(N(C([C@H](CC1)NC1=C(C#N)C(=CC(=N1)C)C(F)(F)F)=O)C)C=CC=C2